3-bromo-7-chloro-1-(2-hydroxy-2-methylpropyl)-1,6-naphthyridin-2(1H)-one BrC=1C(N(C2=CC(=NC=C2C1)Cl)CC(C)(C)O)=O